C1(CC1)CCC(N1C(CCC=C1)=O)C=1C=CC(=C(C1)NC(=O)C1=CC(=NN1C=1C=C(CNC(OC(C)(C)C)=O)C=CC1)C(F)(F)F)F tert-butyl 3-(5-(5-(3-cyclopropyl-1-(2-oxo-3,4-dihydropyridin-1(2H)-yl)propyl)-2-fluorophenylcarbamoyl)-3-(trifluoromethyl)-1H-pyrazol-1-yl)benzylcarbamate